S1S[C@@H](CC1)CCCCC(=O)OCCN1CCN(CC1)CCO[Si](C)(C)C(C)(C)C 2-(4-(2-((tert-Butyldimethylsilyl) oxy) ethyl)piperazin-1-yl)ethyl (R)-5-(1,2-dithiolan-3-yl)pentanoate